C(C1=CC=CC=C1)OC(=O)NC1=CC(=NN1C(=O)OCC)[C@@H]1C[C@@H](CC1)OC(NC(C)C)=O Ethyl 5-(((benzyloxy) carbonyl) amino)-3-((1S,3R)-3-((isopropylcarbamoyl) oxy) cyclopentyl)-1H-pyrazole-1-carboxylate